CN1C(C=C(C2=CC=CC=C12)C)=O 1,4-dimethylquinolin-2-one